CC1=C(C=NC=2OCCN(C21)C(=O)OC(C)(C)C)N2CC=1N=C(N=CC1CC2)NC2=CC=C(C=C2)CN2CCOCC2 tert-butyl 8-methyl-7-[2-({4-[(morpholin-4-yl)methyl]phenyl}amino)-5H,6H,7H,8H-pyrido[3,4-d]pyrimidin-7-yl]-1H,2H,3H-pyrido[2,3-b][1,4]oxazine-1-carboxylate